6-ethyl-decanoic acid C(C)C(CCCCC(=O)O)CCCC